2,6-dibenzyloxy-N-(3-bromo-2-nitro-phenyl)pyridin-3-amine C(C1=CC=CC=C1)OC1=NC(=CC=C1NC1=C(C(=CC=C1)Br)[N+](=O)[O-])OCC1=CC=CC=C1